C1(CC1)C#CC1=CC=C(C=N1)C=1N=C(NC(C1)=O)C=1C(=C(CC(C(=O)N)(C)C)C=CC1C(F)(F)F)F (3-{4-[6-(cyclopropylethynyl)pyridin-3-yl]-6-oxo-1,6-dihydropyrimidin-2-yl}-2-fluoro-4-(trifluoromethyl)benzyl)isobutyramide